chloro-isobutylene ClCC(C)=C